(4aR,10bR)-4-propyl-3,4,4a,10b-tetrahydro-2H,5H-chromeno[4,3-b][1,4]oxazin-9-ol C(CC)N1[C@H]2[C@H](OCC1)C=1C=C(C=CC1OC2)O